OC1CC(CC1)N 3-hydroxy-cyclopentyl-amine